C[C@]1(C[C@]2(CN(C(O2)=O)C=2C=NC=CC2C)CCC1)CN1C=NC2=C1C=C(C=C2)C#N 1-(((5S,7S)-7-methyl-3-(4-methylpyridin-3-yl)-2-oxo-1-oxa-3-azaspiro[4.5]decan-7-yl)methyl)-1H-benzo[d]imidazole-6-carbonitrile